NCC1CCS(CC1)(=O)=O 4-(aminomethyl)-1λ6-thiane-1,1-dione